2-Amino-9-((2R,3R,5S)-3-hydroxy-5-(hydroxymethyl)tetrahydrofuran-2-yl)-7-((3-hydroxyisoxazol-5-yl)methyl)-7,9-dihydro-1H-purin-6,8-dion NC=1NC(C=2N(C(N(C2N1)[C@@H]1O[C@@H](C[C@H]1O)CO)=O)CC1=CC(=NO1)O)=O